CC(C=1C(=CC=CC1)C(=O)NCCCCCC(=O)ON1C(C(CC1=O)S(=O)(=O)O)=O)SC1=NC=CC=C1 sulfosuccinimidyl 6-[alpha-methyl-alpha-(2-pyridylthio) toluamido]hexanoate